2-(4-(ethylsulfonyl)phenyl)-N-(1-isopropyl-2-(4-(trifluoromethyl)benzyl)-1H-benzo[d]imidazol-5-yl)acetamide 4,4'-bi-phenyldicarboxylate C1(=CC=C(C=C1)C(=O)O)C1=CC=C(C=C1)C(=O)O.C(C)S(=O)(=O)C1=CC=C(C=C1)CC(=O)NC1=CC2=C(N(C(=N2)CC2=CC=C(C=C2)C(F)(F)F)C(C)C)C=C1